NC[C@@H]1C[C@@H](CN1CC1=CC=CC=C1)C(C)(C)NC(OC(C)(C)C)=O tert-butyl (2-((3S,5S)-5-(aminomethyl)-1-benzylpyrrolidin-3-yl)propan-2-yl)carbamate